6-benzhydrylidenecyclohexanone oxime C(C1=CC=CC=C1)(C1=CC=CC=C1)=C1CCCCC1=NO